(2-chlorophenyl)-N-{3-[(2,4-dimethoxybenzyl)sulfamoyl]-4-(2H-pyrazolo[3,4-b]pyridin-2-yl)phenyl}acetamide ClC1=C(C=CC=C1)CC(=O)NC1=CC(=C(C=C1)N1N=C2N=CC=CC2=C1)S(NCC1=C(C=C(C=C1)OC)OC)(=O)=O